N1(CCCCC1)CCOC1=CC=C(C=C1)C1=C(C2=CC=CC=C2C=C1)N (4-(2-(piperidin-1-yl)ethoxy)phenyl)naphthalen-1-amine